C(C)(NC1=C(C=C(C(=O)N(C)C)C=C1)OCC1=CC=CC=C1)=N 4-acetimidamido-3-(benzyloxy)-N,N-dimethyl-benzamide